3',6'-bis(3-(dimethylcarbamoyl)azetidin-1-yl)-3-oxo-3H-spiro[isobenzofuran-1,9'-xanthene]-6-carboxylic acid CN(C(=O)C1CN(C1)C=1C=CC=2C3(C4=CC=C(C=C4OC2C1)N1CC(C1)C(N(C)C)=O)OC(C1=CC=C(C=C13)C(=O)O)=O)C